(6-Bromo-8-morpholinoimidazo[1,2-a]pyrazin-2-yl)methanol BrC=1N=C(C=2N(C1)C=C(N2)CO)N2CCOCC2